CN1CCN(CC1)C1CCN(CC1)C 1-methyl-4-(1-methylpiperidin-4-yl)piperazine